ClC1=CC=C(C(=N1)NC1=CC=C(C(=O)OC)C=C1)[N+](=O)[O-] methyl 4-((6-chloro-3-nitropyridin-2-yl)amino)benzoate